(1s,4s)-4-((tert-Butyldimethylsilyl)oxy)cyclohexane-1-carboxylic acid methyl ester COC(=O)C1CCC(CC1)O[Si](C)(C)C(C)(C)C